C(C)OCC(=O)N1CCN(CC1)CC1=CN=C2C=C(C(NC2=C1)=O)CC 7-((4-(2-ethoxyacetyl)piperazin-1-yl)methyl)-3-ethyl-1,5-naphthyridin-2(1H)-one